ClC1=C(C=CC=C1)N1CCN(C2=CC=CC=C12)C(CN1CCCCC1)=O 1-(4-(2-Chlorophenyl)-3,4-dihydroquinoxalin-1(2H)-yl)-2-(piperidin-1-yl)ethan-1-one